N-(5-((5-chloro-4-((2-(N-methylmethylsulfonamido)phenyl)amino)pyrimidin-2-yl)amino)-2-((2-(dimethylamino)ethyl)(methyl)amino)-4-methoxyphenyl)acrylamide ClC=1C(=NC(=NC1)NC=1C(=CC(=C(C1)NC(C=C)=O)N(C)CCN(C)C)OC)NC1=C(C=CC=C1)N(S(=O)(=O)C)C